CC1(CCC=2C(=NNC2C1)C=1NC2=CC(=CC=C2C1)C(=O)N1C[C@H](N(CC1)C(=O)OC(C)(C)C)C)C tert-Butyl (2R)-4-[2-(6,6-dimethyl-4,5,6,7-tetrahydro-1H-indazol-3-yl)-1H-indole-6-carbonyl]-2-methylpiperazine-1-carboxylate